C1(CC1)S(=O)(=O)C1(CC1)COCC1=CC=CC=C1 (((1-(cyclopropylsulfonyl)cyclopropyl)methoxy)methyl)benzene